C(C)(=O)N1C(/C(/C2=CC=C(C=C12)Cl)=C/C1=CC(=CC=C1)OC(F)(F)F)=O (E)-1-acetyl-6-chloro-3-(3-(trifluoromethoxy)benzylidene)indol-2-one